1-((4-cyanophenyl)(methyl)carbamoyl)azetidin-3-yl (1-(4-(2,6-dioxopiperidin-3-yl)-3,5-difluorophenyl)azetidin-3-yl)carbamate O=C1NC(CCC1C1=C(C=C(C=C1F)N1CC(C1)NC(OC1CN(C1)C(N(C)C1=CC=C(C=C1)C#N)=O)=O)F)=O